3,3-difluoroallyl-hydrazine FC(=CCNN)F